[N-](S(=O)(=O)C(F)(F)F)S(=O)(=O)C(F)(F)F.C(CCC)[N+](C)(CCCC)CCCC tributylmethyl-ammonium bis(trifluoromethanesulfonyl)imide salt